C(#N)C1=C(SC2=C1CN(CC2)CC2=CC(=CC=C2)F)NC(CC2=CC1=C(S(CC1(C)C)(=O)=O)C=C2)=O N-(3-Cyano-5-(3-fluorobenzyl)-4,5,6,7-tetrahydrothieno[3,2-c]pyridin-2-yl)-2-(3,3-dimethyl-1,1-dioxido-2,3-dihydrobenzo[b]thiophen-5-yl)acetamid